The molecule is a homodetic cyclic peptide that consists of L-threonine and L-valine and L-serine as the amino acid residues cyclised via amide bonds. It is isolated from Lissoclinum bistratum and exhibits antitumour activity against the human colon tumour cell line It has a role as a metabolite and an antineoplastic agent. It is a homodetic cyclic peptide and a macrocycle. C[C@@H]1[C@H]2C(=O)N[C@H](C3=N[C@@H](CO3)C(=O)N[C@H](C4=NC(=CS4)C(=O)N[C@H](C(=N2)O1)C(C)C)C(C)C)C(C)C